FC=1C=CC=2N(C3=CC=C(C=C3C2C1)F)C[C@H](CN1C(CC[C@@H]1C)=O)O (S)-1-((R)-3-(3,6-difluoro-9H-carbazol-9-yl)-2-hydroxypropyl)-5-methylpyrrolidin-2-one